C[C@]12[C@H](N(C=3N=C(N=CC31)SC)C(=O)OC(C)(C)C)CC(OC2)(C)C tert-butyl (4bR,8aR)-4b,7,7-trimethyl-2-(methylthio)-4b,7,8,8a-tetrahydropyrano[3',4':4,5]pyrrolo[2,3-d]pyrimidine-9(5H)-carboxylate